3-[2,5-Bis(propan-2-yl)thiophen-3-yl]-1-[(1-methyl-1H-pyrazol-4-yl)(1-methyl-piperidin-4-yl)sulfamoyl]urea CC(C)C=1SC(=CC1NC(NS(N(C1CCN(CC1)C)C=1C=NN(C1)C)(=O)=O)=O)C(C)C